6-[(1H-indol-6-yl)amino]-4-[(3-oxo-2,3-dihydro-1H-isoindol-5-yl)amino]pyridine-2-carbonitrile N1C=CC2=CC=C(C=C12)NC1=CC(=CC(=N1)C#N)NC=1C=C2C(NCC2=CC1)=O